tert-Butyl 4-(2-chloro-2-oxoethyl)-1H-imidazole-1-carboxylate ClC(CC=1N=CN(C1)C(=O)OC(C)(C)C)=O